(1R,3S,5R)-tert-Butyl 3-((6-bromo-4-(2-methoxy-2-oxoethyl)pyridin-2-yl)carbamoyl)-5-methyl-2-azabicyclo[3.1.0]hexane-2-carboxylate BrC1=CC(=CC(=N1)NC(=O)[C@H]1N([C@@H]2C[C@@]2(C1)C)C(=O)OC(C)(C)C)CC(=O)OC